C1=CC=CC=2C3=CC=CC=C3C(C12)COC(NCCCCCCO[Si](OC(COCCCSCCC(=O)O)(C)C)(C1=CC=CC=C1)C1=CC=CC=C1)=O 1-(9H-Fluoren-9-yl)-14,14-dimethyl-3-oxo-12,12-diphenyl-2,11,13,16-tetraoxa-20-thia-4-aza-12-silatricosan-23-oic acid